(R)-N'-((3-methyl-2-(trifluoromethyl)-6,7-dihydro-5H-cyclopenta[b]pyridin-4-yl)carbamoyl)-6,7-dihydro-5H-pyrazolo[5,1-b][1,3]oxazine-3-sulfonimidamide CC=1C(=C2C(=NC1C(F)(F)F)CCC2)NC(=O)N=[S@](=O)(N)C=2C=NN1C2OCCC1